difluoropiperidin FC1(CCNCC1)F